C[C@H]1[C@@H]([C@H]([C@H](C(O1)OP(=O)([O-])OP(=O)([O-])OC[C@@H]2[C@H]([C@H]([C@@H](O2)N3C=CC(=O)NC3=O)O)O)O)O)O The molecule is a UDP-rhamnose(2-) species in which the rhamnose portion has L-configuration; the major form of UDP-L-rhamnose at pH 7.3. It is a conjugate base of an UDP-L-rhamnose.